ClC=1C=CC2=C([C@@H](C[C@@H](O2)C(=O)NC23CC(C2)(C3)NC(=O)C3CC(C3)OC(F)(F)F)O)C1 (2R,4R)-6-chloro-4-hydroxy-N-(3-{[(1S,3S)-3-(trifluoromethoxy)cyclobutane-1-carbonyl]amino}bicyclo[1.1.1]pent-1-yl)-3,4-dihydro-2H-1-benzopyran-2-carboxamide